Ureidoimidazole C1=CN=C(N1)NC(=O)N